ClC1=NC=C(C(=C1)C1=C(C=NC(=C1)C)C(=O)NC=1SC2=C(N1)CN(C2)C(=O)C=2C(=NN(C2)C(C)C)C)OC 2'-chloro-5'-methoxy-6-methyl-N-{5-[3-methyl-1-(propan-2-yl)-1H-pyrazole-4-carbonyl]-4H,5H,6H-pyrrolo[3,4-d][1,3]thiazol-2-yl}-[4,4'-bipyridine]-3-carboxamide